[Sn].C(C)=C1C2=CC=C(C1)C2 ethylidenenorbornadiene tin